C(C)(C)(C)OC(=O)N(CC(C1=CC=CC=C1)C=1C=C(C(=C(C1)C1=C(C(=CC=C1C#N)OCC(=O)O)F)Cl)F)C1CCC(CC1)NC(=O)OC(C)(C)C 2-((5'-(2-((tert-butoxycarbonyl)((1r,4r)-4-((tert-butoxycarbonyl)amino)cyclohexyl)amino)-1-phenylethyl)-2'-chloro-6-cyano-2,3'-difluoro-[1,1'-biphenyl]-3-yl)oxy)acetic acid